tert-butyl 4-[3-[2-(6-carbamoyl-3-methyl-indol-1-yl)propanoylamino]-4-methyl-phenyl]piperazine-1-carboxylate C(N)(=O)C1=CC=C2C(=CN(C2=C1)C(C(=O)NC=1C=C(C=CC1C)N1CCN(CC1)C(=O)OC(C)(C)C)C)C